NC1(CC=C(N=C1)C1=NC=CC=C1)N 5,5-diamino-2,2'-bipyridine